METHYL-3-PYRIDINEPROPANAL CC1=NC=CC=C1CCC=O